ClC1=C(OC2=CC=C(C=C2)NN)C=CC(=C1)Cl 4-(2,4-dichlorophenoxy)phenylhydrazine